P(=O)(O)(O)O.C1(=CC=CC=C1)[Cs] phenylcesium phosphate